ClC1=C(C=CC=C1Cl)C1=CN=C(C=2N1C=NC2)N2CCC1([C@@H]([C@@H](OC1)C)N)CC2 (3S,4S)-8-[5-(2,3-dichlorophenyl)imidazo[1,5-a]pyrazin-8-yl]-3-methyl-2-oxa-8-azaspiro[4.5]decan-4-amine